ClC=1C(=NC(=NC1)NC=1C=C2CCNCC2=CC1OC)NC=1C=CC=C2CNC(C12)=O 7-((5-chloro-2-((7-methoxy-1,2,3,4-tetrahydroisoquinolin-6-yl)amino)pyrimidin-4-yl)amino)isoindolin-1-one